(4aR,8aS)-6-(3-(3-(trifluoromethoxy)phenyl)azetidine-1-carbonyl)hexahydro-2H-pyrido[4,3-b][1,4]oxazin-3(4H)-one FC(OC=1C=C(C=CC1)C1CN(C1)C(=O)N1C[C@@H]2[C@@H](OCC(N2)=O)CC1)(F)F